(R)-(1-(3-(3-(2-cyano-3-(diethylamino)-3-oxoprop-1-en-1-yl)phenoxy)propanamido)-2-phenylethyl)boronic acid C(#N)C(=CC=1C=C(OCCC(=O)N[C@@H](CC2=CC=CC=C2)B(O)O)C=CC1)C(=O)N(CC)CC